2-ethylbutyl ((S)-(((2R,3S,5R)-5-(6-amino-2-fluoro-9H-purin-9-yl)-2-ethynyl-3-(((hexyloxy)carbonyl)oxy)tetrahydrofuran-2-yl)methoxy)(phenoxy)phosphoryl)-L-alaninate NC1=C2N=CN(C2=NC(=N1)F)[C@H]1C[C@@H]([C@@](O1)(C#C)CO[P@](=O)(OC1=CC=CC=C1)N[C@@H](C)C(=O)OCC(CC)CC)OC(=O)OCCCCCC